4,6-dichloro-N-(1,1,3,3-tetramethylbutyl)-1,3,5-triazin-2-amine ClC1=NC(=NC(=N1)Cl)NC(CC(C)(C)C)(C)C